4-(3-((2-ethyl-4-hydroxyphenyl)amino)-1H-pyrazol-5-yl)-2-fluorophenol C(C)C1=C(C=CC(=C1)O)NC1=NNC(=C1)C1=CC(=C(C=C1)O)F